C1=CC(=CC=C1)C=1C=CC=CC1 C3,C5-biphenyl